OC(CNC(CO)=O)CO N-(2,3-dihydroxypropyl)-2-hydroxyacetamide